FPC1=CC=CC=C1 fluorophenylphosphine